1-(5-bromopyridin-3-yl)-3-methylcyclobutane-1-carbohydrazide BrC=1C=C(C=NC1)C1(CC(C1)C)C(=O)NN